C1(CC1)S(=O)(=O)NC=1C=C(CNC(C2=NC=C(C=C2)C2=NC(=CN=C2)OCC)=O)C=CC1 N-(3-(cyclopropanesulfonamido)benzyl)-5-(6-ethoxypyrazin-2-yl)picolinamide